N[C@@](C(=O)O)(CCCCB(O)O)C1CC(C1)NCC=1C=C(C=CC1)C1=CC=CC=C1 (S)-2-amino-2-((1S,3R)-3-(biphenyl-3-ylmethylamino)cyclobutyl)-6-boronohexanoic acid